(E)-3-(3-trifluoromethylphenyl)acrylic acid FC(C=1C=C(C=CC1)/C=C/C(=O)O)(F)F